C(C)(=O)[O-].C(CCCCCCCCCCC)[N+](C)(C)C lauryl-trimethyl-ammonium acetate